tert-Butyl (2R,5S)-4-(5-bromo-7-(4-cyanopyridin-2-yl)-7H-pyrrolo[2,3-d]pyrimidin-4-yl)-2,5-dimethylpiperazine-1-carboxylate BrC1=CN(C=2N=CN=C(C21)N2C[C@H](N(C[C@@H]2C)C(=O)OC(C)(C)C)C)C2=NC=CC(=C2)C#N